N1(CCCCC1)C1CCN(CC1)C(=O)OC=1C=CC=2C=CC3=CC=CC=C3C2C1 phenanthren-3-yl [1,4'-bipiperidine]-1'-carboxylate